(2R,3S,4S,5R)-3-(3,4-difluoro-2-methoxyphenyl)-N-(4-fluoro-3-mercaptophenyl)-4,5-dimethyl-5-(trifluoromethyl)tetrahydrofuran-2-carboxamide FC=1C(=C(C=CC1F)[C@H]1[C@@H](O[C@]([C@H]1C)(C(F)(F)F)C)C(=O)NC1=CC(=C(C=C1)F)S)OC